NCC1CCC(CC1)O (1R,4R)-4-(aminomethyl)cyclohexan-1-ol